7-cyclopropyl-5H-pyrrolo[2,3-b]pyrazin C1(CC1)C1=CNC2=NC=CN=C21